N,N-bis(4-hydroxy-2,6-dimethylphenyl)oxamide OC1=CC(=C(C(=C1)C)N(C(=O)C(=O)N)C1=C(C=C(C=C1C)O)C)C